C1(CC1)S(=O)(=O)NC=1SC=C(N1)C(C(=O)NC1=NC=C(C=C1)C1=NC(=CN=C1)C(C)C)(C)C 2-(2-(cyclopropanesulfonylamino)thiazol-4-yl)-N-(5-(6-isopropylpyrazin-2-yl)pyridin-2-yl)-2-methylpropanamide